hexa(2-ethylhexyl)disilazane C(C)C(C[Si](N[Si](CC(CCCC)CC)(CC(CCCC)CC)CC(CCCC)CC)(CC(CCCC)CC)CC(CCCC)CC)CCCC